ClC1=NC=C(C(=N1)N(C1=C(C=CC=C1)[N+](=O)[O-])C)Cl 2,5-dichloro-N-methyl-N-(2-nitrophenyl)pyrimidin-4-amine